4-amino-N-methoxy-1-methyl-N-(4-morpholinyl)-1H-pyrazolo[4,3-c]quinoline-8-carboxamide NC1=NC=2C=CC(=CC2C2=C1C=NN2C)C(=O)N(N2CCOCC2)OC